ClCCCCCOC=1C=C2C(N(C(C2=CC1)=O)C1C(NC(CC1)=O)=O)=O 5-((5-chloropentyl)oxy)-2-(2,6-dioxopiperidin-3-yl)isoindoline-1,3-dione